CC1=CC=CC=C1CC2=CC=CC=C2C methylenebis(toluene)